2-(Azepan-1-yl)-4-((4-(3-(Piperazin-1-yl)propyl)phenyl)amino)pyrimido[4,5-d]pyridazin-5(6H)-on N1(CCCCCC1)C=1N=C(C2=C(C=NNC2=O)N1)NC1=CC=C(C=C1)CCCN1CCNCC1